CO[Si](CC(CCCCCCCCCCCCCC)[Si](OC)(OC)OC)(OC)OC 1,2-bis(trimethoxysilyl)hexadecane